NC1=C(C=C(C=C1C(=O)O)CC1=CC(=C(C(=C1)C(=O)O)N)C(=O)O)C(=O)O bis(4-amino-3,5-dicarboxyphenyl)methane